1-methyl-N-[4-[2-(4-methylpiperazin-1-yl)pyrimidin-5-yl]oxy-6-(o-tolyl)-5-(1,1,2,2,2-pentafluoroethyl)pyrimidin-2-yl]pyrazole-4-sulfonamide CN1N=CC(=C1)S(=O)(=O)NC1=NC(=C(C(=N1)OC=1C=NC(=NC1)N1CCN(CC1)C)C(C(F)(F)F)(F)F)C1=C(C=CC=C1)C